N-mono(5-hydroxy-3-oxapentyl)-2-amino-4-methyl-1,3,5-triazine OCCOCCN1C(N=C(N=C1)C)N